FC(C(=O)O)(F)F.ClC=1C=C(C=CC1)NC1C2=C(C=3N(CC1)N=NC3C)C=CC(=C2)C=2CCN(CC2)CCC N-(3-chlorophenyl)-1-methyl-9-(1-propyl-1,2,3,6-tetrahydropyridin-4-yl)-6,7-dihydro-5H-benzo[c][1,2,3]triazolo[1,5-a]azepin-7-amine 2,2,2-trifluoroacetate